P(=O)(O)(O)OC1CCNCC1 4-(phosphonooxy)piperidin